C(#N)C(=C(C(=O)[O-])C#N)C#N triscyanoacrylate